(3-Chloro-4-fluorophenyl)-1-((5-(difluoromethyl)-4-(methoxymethyl)-1H-pyrazol-3-yl)methyl)-1-(6-methoxypyridin-3-yl)urea ClC=1C=C(C=CC1F)NC(N(C=1C=NC(=CC1)OC)CC1=NNC(=C1COC)C(F)F)=O